(1s,4s)-4-(8-(2,4-dichloro-6-fluorophenylamino)-2-(3-(methylsulfonyl)cyclobutylamino)-9H-purin-9-yl)cyclohexanecarboxamide ClC1=C(C(=CC(=C1)Cl)F)NC=1N(C2=NC(=NC=C2N1)NC1CC(C1)S(=O)(=O)C)C1CCC(CC1)C(=O)N